5-(benzyloxy)-N-(trans-4-hydroxycyclohexyl)-2-methylbenzofuran-3-carboxamide C(C1=CC=CC=C1)OC=1C=CC2=C(C(=C(O2)C)C(=O)N[C@@H]2CC[C@H](CC2)O)C1